C(C(C)C)(=O)C1=CC(=C(COC2=CC=CC(=N2)C2CCN(CC2)CC2=NC3=C(N2C[C@H]2OCC2)C=C(C=C3)C(=O)OC)C=C1)OC methyl (S)-2-((4-(6-((4-isobutyryl-2-methoxybenzyl) oxy) pyridin-2-yl) piperidin-1-yl) methyl)-1-(oxetan-2-ylmethyl)-1H-benzo[d]imidazole-6-carboxylate